(5aR,5bS,7aS,8S,10aS,10bR)-2-((4-chlorophenyl)amino)-5a,7a-dimethyl-5,5a,5b,6,7,7a,8,9,10,10a,10b,11-dodecahydro-4H-cyclopenta[7,8]phenanthro[2,1-d]thiazol-8-yl butyrate C(CCC)(=O)O[C@H]1CC[C@@H]2[C@@]1(CC[C@@H]1[C@]3(CCC=4N=C(SC4C3=CC[C@@H]21)NC2=CC=C(C=C2)Cl)C)C